FC(CNC(NC1=NC=C(N=C1)C=1C=NC(=NC1)OC)=O)F 3-(2,2-difluoroethyl)-1-(5-(2-methoxypyrimidin-5-yl)pyrazin-2-yl)urea